C(C=C)(=O)N1[C@@H](C[C@H](CC1)N1N=NC=2C(=NC=3C(=C(C(=CC3C21)Cl)C2=CC=C(C=C2)F)F)OC[C@H]2N(CCC2)C)CC#N ((2S,4S)-1-acryloyl-4-(8-chloro-6-fluoro-7-(4-fluorophenyl)-4-(((S)-1-methylpyrrolidin-2-yl)methoxy)-1H-[1,2,3]triazolo[4,5-c]quinolin-1-yl)piperidin-2-yl)acetonitrile